C(C(=C)C)(=O)OCCC[Si](OCCC)(OCCC)C {3-(methacryloyloxy)propyl}methyldipropoxysilane